C(#N)C1=CC(=NC=C1)N1C=C(C2=C1N=CN=C2N2[C@H](CN(CC2)C(=O)OCC)C)C2=C(C=CC=C2)F ethyl (S)-4-(7-(4-cyanopyridin-2-yl)-5-(2-fluorophenyl)-7H-pyrrolo[2,3-d]pyrimidin-4-yl)-3-methylpiperazine-1-carboxylate